O1CCN(CC1)C1=NC(=NN2C1=CC(=C2)C=2C=NC=CC2)N/N=C/C=2C=C(C=CC2)C 4-morpholino-N-[(E)-m-tolylmethyleneamino]-6-(3-pyridyl)pyrrolo[2,1-f][1,2,4]triazin-2-amine